C(C(=C)C)(=O)OCCC[SiH2]C(O[Si](C)(C)C)O[Si](C)(C)C 3-methacryloxy-propylbis(trimethylsiloxy)methylsilane